(1R,5S,6r)-6-(5-formyl-4-methyl-1,2-oxazol-3-yl)-3-azabicyclo[3.1.0]Hexane-3-Formic acid tert-butyl ester C(C)(C)(C)OC(=O)N1C[C@H]2C([C@H]2C1)C1=NOC(=C1C)C=O